4-methyl-2-((4,7,10-tris(carboxymethyl)-1,4,7,10-tetraazacyclododec-1-yl)methyl)pyridine 1-oxide CC1=CC(=[N+](C=C1)[O-])CN1CCN(CCN(CCN(CC1)CC(=O)O)CC(=O)O)CC(=O)O